2-((3R,4R)-3-Amino-4-fluoropiperidin-1-yl)-1-((5-cyanopyridin-2-yl)methyl)-1H-benzo[d]imidazol-5-carbonitril N[C@@H]1CN(CC[C@H]1F)C1=NC2=C(N1CC1=NC=C(C=C1)C#N)C=CC(=C2)C#N